bromo-1-methyl-1H-pyrrolo[2,3-c]pyridine-2-carboxylic acid methyl ester COC(=O)C1=C(C=2C(=CN=CC2)N1C)Br